CC1=CC(=NC=2N1N=C(N2)N[C@H]2CN(CCC2)C)C2=C(C=C(C=C2)C(F)(F)F)O (R)-2-(7-methyl-2-((1-methylpiperidin-3-yl)amino)-[1,2,4]triazolo[1,5-a]pyrimidin-5-yl)-5-(trifluoromethyl)phenol